S(=O)(=O)(O)O.O water (sulfate)